1-ethyl-4-methyl-imidazole C(C)N1C=NC(=C1)C